C1(CC1)C=1C=C(C=2N(C1)C=C(N2)C(C)OC2=CC(=NC(=N2)C)NC(=O)[C@@H]2[C@H](C2)C2=NC=CC(=N2)C)N2C(N(C(C2)=O)C)=O (1S,2S)-N-(6-(1-(6-cyclopropyl-8-(3-methyl-2,4-dioxoimidazolidin-1-yl)imidazo[1,2-a]pyridin-2-yl)ethoxy)-2-methylpyrimidin-4-yl)-2-(4-methylpyrimidin-2-yl)cyclopropane-1-carboxamide